(2S,4S)-N-Boc-2-(hydroxymethyl)-4-methoxypyrrolidine C(=O)(OC(C)(C)C)N1[C@@H](C[C@@H](C1)OC)CO